2-iodo-N-(1,4-dioxaspiro[4.5]decan-8-yl)-1-(2,2,2-trifluoroethyl)-1H-indol-4-amine IC=1N(C=2C=CC=C(C2C1)NC1CCC2(OCCO2)CC1)CC(F)(F)F